CC=1OC2=C(N1)C(=CC=C2)B2OC(C(O2)(C)C)(C)C 2-methyl-4-(4,4,5,5-tetramethyl-1,3,2-dioxaborolan-2-yl)-1,3-benzoxazole